OC1=C(C=C(C=C1)C=1OC2=CC(=CC(=C2C(C1O)=O)O)OC)[O-] 2-hydroxy-5-(3,5-dihydroxy-7-methoxy-4-oxo-4H-chromen-2-yl)phenolate